ClC=1C=CC=2N(N1)C(=CN2)C2=CC(=CC=C2)C(F)(F)F 6-chloro-3-(3-(trifluoromethyl)phenyl)imidazo[1,2-b]pyridazine